ethoxybicyclo[2.2.1]Hept-2-ene C(C)OC12C=CC(CC1)C2